BrC1=C(C=C(C=N1)C1(CC1)NC(=O)C1=CC(=NN1C)C(F)(F)F)C N-(1-(6-bromo-5-methylpyridin-3-yl)cyclopropyl)-1-methyl-3-(trifluoromethyl)-1H-pyrazole-5-carboxamide